C(C)(C)(C)N=[Nb](C1C=CC=C1)(N(C)C)N(C)C tert-butyliminobis(dimethylamino)cyclopentadienyl-niobium